N-[5-[4-[[5-(4-methylpiperazin-1-yl)-2-pyridyl]amino]cyclohexoxy]-7-morpholino-1,6-naphthyridin-3-yl]methanesulfonamide CN1CCN(CC1)C=1C=CC(=NC1)NC1CCC(CC1)OC1=C2C=C(C=NC2=CC(=N1)N1CCOCC1)NS(=O)(=O)C